C1(=CC=CC=C1)P(=O)C1=CC=C(C=C1)S 4-(phenylphosphinyl)benzenethiol